5-(8-(benzyloxy)-6-cyclopropyl-7-(5-methyl 1-(tetrahydro-2H-pyran-2-yl) 1H-indazol-4-yl)-2-((tetrahydro-2H-pyran-4-yl)oxy)quinazolin-4-yl)-2,5-diazabicyclo[2.2.1]heptane-2-carboxylate C(C1=CC=CC=C1)OC=1C(=C(C=C2C(=NC(=NC12)OC1CCOCC1)N1C2CN(C(C1)C2)C(=O)[O-])C2CC2)C2=C1C=NN(C1=CC=C2C)C2OCCCC2